(S)-3-((S)-sec-butyl)-4-(3-hydroxy-3-methylazetidine-1-carbonyl)-1,3,4,5-tetrahydro-2H-benzo[e][1,4]diazepin-2-one [C@H](C)(CC)[C@@H]1N(CC2=C(NC1=O)C=CC=C2)C(=O)N2CC(C2)(C)O